[C@H](C)(CC)NCCC(=O)NC1=C(C2=C(C(N(C(C2)C)C(=O)OC(C)(C)C)C)S1)C=1SC2=C(N1)C=C(C=C2)C(F)(F)F tert-Butyl 2-(3-(((S)-sec-butyl)amino)propanamido)-5,7-dimethyl-3-(5-(trifluoromethyl)benzo[d]thiazol-2-yl)-4,7-dihydrothieno[2,3-c]pyridine-6(5H)-carboxylate